O[C@H](CC)C1=CC(=C(C=N1)C1=NC=C2C=C(N=CC2=C1)NC(=O)[C@H]1OCC1)C (S)-N-(7-(6-((R)-1-hydroxypropyl)-4-methylpyridin-3-yl)-2,6-naphthyridin-3-yl)oxetane-2-carboxamide